OC1=C(C(=O)N2CC3=C(C(=CC=C3CC2)N(C(C=C)=O)C)C)C=C(C(=C1)OC)C(C)C N-(2-(2-Hydroxy-5-isopropyl-4-methoxybenzoyl)-8-methyl-1,2,3,4-tetrahydroisoquinolin-7-yl)-N-methylacrylamide